trans-4-hydroxy-L-proline-d3 [2H][C@]1(C[C@H](C(N1)([2H])[2H])O)C(=O)O